3-{4-[(4-methylpyridin-3-yl)sulfamoyl]phenyl}-1-(pyridin-3-ylmethyl)urea CC1=C(C=NC=C1)NS(=O)(=O)C1=CC=C(C=C1)NC(NCC=1C=NC=CC1)=O